CC1=NC(=CC=C1NC(=O)C1CCCCC1)C=1N=NN(C1NC(=O)O[C@@H](C)CCC)C (1S,2S)-2-((2-Methyl-6-(1-methyl-5-(((((R)-pentan-2-yl)oxy)carbonyl)amino)-1H-1,2,3-triazol-4-yl)pyridin-3-yl)carbamoyl)cyclohexan